FC1=CC=C(C(=N1)C)OC1=CC=C(C(=C1C(=O)OC)C)I methyl 6-((6-fluoro-2-methylpyridin-3-yl)oxy)-3-iodo-2-methylbenzoate